O1COC(=C1)S [1,3]Dioxol-4-thiol